COC(CC1(CN(C2=CC=C(C=C12)SC)C(=O)OC(C)(C)C)C)=O Tert-butyl 3-(2-methoxy-2-oxoethyl)-3-methyl-5-(methylthio)indoline-1-carboxylate